COC=1C=CC(=C(C1)C1CC=2C=NN(C(C2CC1)=O)C1=NC=C(C=N1)OC)C 6-(5-methoxy-2-methylphenyl)-2-(5-methoxypyrimidin-2-yl)-5,6,7,8-tetrahydrophthalazin-1(2H)-one